methyl 2-amino-4-bromo-5-fluoro-3-iodobenzoate NC1=C(C(=O)OC)C=C(C(=C1I)Br)F